N-(3-((5-(difluoromethyl)-2-((3-methyl-1-(8-methyl-8-azabicyclo[3.2.1]octan-3-yl)-1H-pyrazol-4-yl)amino)pyrimidin-4-yl)amino)propyl)-1-methyl-azetidine-3-carboxamide FC(C=1C(=NC(=NC1)NC=1C(=NN(C1)C1CC2CCC(C1)N2C)C)NCCCNC(=O)C2CN(C2)C)F